3-(N-(4-cyano-3,5-difluoro-[1,1'-biphenyl]-2-yl)sulfamoyl)-4-methoxybenzoic acid C(#N)C1=C(C(=C(C=C1F)C1=CC=CC=C1)NS(=O)(=O)C=1C=C(C(=O)O)C=CC1OC)F